(3S)-3-{[9-fluoro-2-(3-methoxyphenyl)[1,2,4]triazolo[1,5-c]quinazolin-5-yl]amino}pyrrolidin-2-one sodium sulfite S(=O)([O-])[O-].[Na+].FC1=CC=2C=3N(C(=NC2C=C1)N[C@@H]1C(NCC1)=O)N=C(N3)C3=CC(=CC=C3)OC.[Na+]